BrC1=NC=CC(=N1)NS(=O)(=O)C N-(2-bromopyrimidin-4-yl)methanesulfonamide